C1(=CC=CC=C1)CCN1CCC(CC1)N(C(CC)=O)C1=CC=CC=C1 N-[1-(2-phenylethyl)-4-piperidinyl]-N-phenylpropionamide